C(C)(C)(C)OOC(C)(C)C1=C(C=CC=C1)C(C)(OOC(C)(C)C)C Bis-(1-(tert-butylperoxy)-1-methylethyl)-benzol